CC1=NC(=CC(=N1)OCCNC(=O)[C@H]1N(CCOC1)C(C=C)=O)NC=1SC(=CN1)C1=CC=CC=C1 (3S)-N-[2-[2-methyl-6-[(5-phenylthiazol-2-yl)amino]pyrimidin-4-yl]oxyethyl]-4-prop-2-enoyl-morpholine-3-carboxamide